2-(2-(4-amino-6-fluoro-7-methoxy-9H-pyrimido[4,5-b]indol-9-yl)acetyl)-N-(6-bromopyridin-2-yl)-5-methyl-2-azabicyclo[3.1.0]hexane-3-carboxamide NC1=NC=NC=2N(C3=CC(=C(C=C3C21)F)OC)CC(=O)N2C1CC1(CC2C(=O)NC2=NC(=CC=C2)Br)C